(5Z)-3-[(3-hydroxyphenyl)methyl]-5-[(2,4,5-trifluoro-3-hydroxyphenyl)methylidene]-1,3-thiazolidine-2,4-dione OC=1C=C(C=CC1)CN1C(S\C(\C1=O)=C/C1=C(C(=C(C(=C1)F)F)O)F)=O